2-(1-Ethyl-2-methylquinolin-4(1H)-ylidene)malononitrile C(C)N1C(=CC(C2=CC=CC=C12)=C(C#N)C#N)C